(R)-2-(5-chloro-6-(2-(2-fluoro-5-(trifluoromethoxy)benzyl)-2H-tetrazol-5-yl)pyridin-2-yl)-2-hydroxypropane-1-sulfonamide ClC=1C=CC(=NC1C=1N=NN(N1)CC1=C(C=CC(=C1)OC(F)(F)F)F)[C@@](CS(=O)(=O)N)(C)O